8-((3-chloroazetidin-1-yl)methyl)-3,9-dihydroxybenzo[5,6]oxazepin ClC1CN(C1)CC1=C(C2=C(C=CC(=NO2)O)C=C1)O